(1s,3s)-3-amino-3-(hydroxymethyl)cyclobutane-1-carboxylic acid tert-butyl ester C(C)(C)(C)OC(=O)C1CC(C1)(CO)N